2-(7-Bromo-4-Isopropyl-1-Oxo-Pyrrolo[1,2-d][1,2,4]Triazin-2-yl)-N-Pyrimidin-4-yl-Acetamide BrC=1C=C2N(C(=NN(C2=O)CC(=O)NC2=NC=NC=C2)C(C)C)C1